CC(C)(SCC=CCC(CC)=O)SCC=CCC(CC)=O 1'-(propane-2,2-diylbis(sulfanediyl))bis(hept-5-en-3-one)